N1(CCCC1)C1=NC(C2=CC=3C(=NC(C3C=C21)=[N+]2CCCC2)N2CCCC2)=[N+]2CCCC2 1,1'-(3,7-di(pyrrolidin-1-yl)pyrrolo[3,4-f]isoindole-1,5-diylidene)bis(pyrrolidin-1-ium)